[Si]([O-])([O-])([O-])O.[Ca+2].[Na+] sodium Calcium Silicate